C(C1=CC=CC=C1)[C@H]1C[C@@H](NC1)C(=O)N[C@@H](C)C(=O)O ((2R,4S)-4-benzylpyrrolidine-2-carbonyl)-L-alanine